FC=1C=2N(C=CC1)N=C(C2)[C@H]2N(CCC1=C2N=CN1)C(=O)C=1OC(=NN1)C1=NC=CC=C1 (S)-(4-(4-fluoropyrazolo[1,5-a]pyridin-2-yl)-6,7-dihydro-1H-imidazo[4,5-c]pyridin-5(4H)-yl)(5-(pyridin-2-yl)-1,3,4-oxadiazol-2-yl)methanone